(S)-2-((4-(3-aminomethylpyrrolidin-1-yl)pyrimidin-5-yl)oxy)-5-fluoro-N,N-diisopropylbenzeneFormamide NC[C@H]1CN(CC1)C1=NC=NC=C1OC1=C(C=C(C=C1)F)C(=O)N(C(C)C)C(C)C